COC=1C=C(CN2C(=NC3=C2C=CC(=C3)C3=CC=NC=C3)N)C=CC1OCC1=CC=C(C=C1)OC 1-(3-Methoxy-4-((4-methoxybenzyl)oxy)benzyl)-5-(pyridine-4-yl)-1H-benzo[d]imidazol-2-amine